6-(5-{(1S)-1-[3-chloro-5-(trifluoromethyl)benzamido]ethyl}-1H-1,2,4-triazol-1-yl)-N-cyclopropyl-N-methylnicotinamide ClC=1C=C(C(=O)N[C@@H](C)C2=NC=NN2C2=NC=C(C(=O)N(C)C3CC3)C=C2)C=C(C1)C(F)(F)F